COC1=CC=C2C(C(CSC2=C1)C(C(=O)OCC)=O)=O Ethyl 2-(7-methoxy-4-oxothiochroman-3-yl)-2-oxoacetate